FC1(C([C@@H]([C@@H]1F)F)(F)F)F (3R,4S)-1,1,2,2,3,4-hexafluoro-cyclobutane